8-bromo-N-{8-fluoro-2-methylimidazo[1,2-a]pyridin-6-yl}-2-methoxyquinoxaline-5-carboxamide BrC1=CC=C(C=2N=CC(=NC12)OC)C(=O)NC=1C=C(C=2N(C1)C=C(N2)C)F